3-nitro-N-(6-spiro[2H-benzofuran-3,1'-cyclopropane]-4-yloxy-3-pyridyl)pyridin-2-amine [N+](=O)([O-])C=1C(=NC=CC1)NC=1C=NC(=CC1)OC1=CC=CC2=C1C1(CC1)CO2